FC1(CCC(CC1)[C@@H](C(=O)NC=1C=NC(=CC1)C=1C(=NNC1C)C)NC(=O)C1=CC=NN1C(C=C)C=C)F (S)-N-(1-(4,4-difluorocyclohexyl)-2-((6-(3,5-dimethyl-1H-pyrazol-4-yl)pyridin-3-yl)amino)-2-oxoethyl)-1-(penta-1,4-dien-3-yl)-1H-pyrazole-5-carboxamide